ClC=1N=NC=CC1C1=NC=NC2=CC(=CC=C12)C=1C=NN(C1)C 4-(3-chloropyridazin-4-yl)-7-(1-methyl-1H-pyrazol-4-yl)quinazoline